ClC1=CC2=C(C3=CC(=CC=C3N=C2C=C1)OC)Cl 2,9-Dichloro-7-methoxyacridine